N-{7-methoxy-4-[3-phenyl-1-(trifluoromethyl)-1H-pyrazol-4-yl]quinazolin-6-yl}bicyclo[1.1.1]pentane-1-carboxamide COC1=C(C=C2C(=NC=NC2=C1)C=1C(=NN(C1)C(F)(F)F)C1=CC=CC=C1)NC(=O)C12CC(C1)C2